(R)-(2-(bicyclo[1.1.1]pentan-1-ylamino)-1-cyclohexyl-2-oxoethyl)carbamate C12(CC(C1)C2)NC([C@@H](C2CCCCC2)NC([O-])=O)=O